C(#N)C1=CC(=C(COC2=CC=CC(=N2)C2(CCN(CC2)[C@@H](C)C2=NC3=C(N2C[C@H]2OCC2)C=C(C=C3)C(=O)[O-])O)C=C1)F 2-((S)-1-(4-(6-((4-cyano-2-fluorobenzyl)oxy)pyridin-2-yl)-4-hydroxypiperidine-1-yl)ethyl)-1-(((S)-oxetan-2-yl)methyl)-1H-benzo[d]imidazole-6-carboxylate